BrC=1C(=NC(=CC1)OC)C(=O)OCC ethyl 3-bromo-6-methoxy-pyridine-2-carboxylate